[2-(methoxymethyl)phenyl]methylamine COCC1=C(C=CC=C1)CN